2,6-Difluoro-3-(1-methyl-6-(3-(pyridin-4-ylmethyl)morpholino)-1H-pyrazolo[3,4-d]pyrimidin-3-yl)-5-(trifluoromethyl)phenol FC1=C(C(=C(C=C1C1=NN(C2=NC(=NC=C21)N2C(COCC2)CC2=CC=NC=C2)C)C(F)(F)F)F)O